6-(4-(4-(cyclopropylmethyl)piperazin-1-yl)phenyl)-2-(3,4-dimethoxyphenyl)-1-methyl-1H-pyrrolo[3,2-b]pyridine C1(CC1)CN1CCN(CC1)C1=CC=C(C=C1)C=1C=C2C(=NC1)C=C(N2C)C2=CC(=C(C=C2)OC)OC